CN(C1=CC=C(C=C1)C)C N,N-dimethyl-para-methylaniline